(S)-2-((((9H-fluoren-9-yl)methoxy)carbonyl)amino)-3-(4-(14,14-dimethyl-3,12-dioxo-5,8,13-trioxa-2,11-diazapentadecyl)phenyl)propanoic acid C1=CC=CC=2C3=CC=CC=C3C(C12)COC(=O)N[C@H](C(=O)O)CC1=CC=C(C=C1)CNC(COCCOCCNC(OC(C)(C)C)=O)=O